2-bromo-4,5-difluorobenzoyl chloride BrC1=C(C(=O)Cl)C=C(C(=C1)F)F